CNC(=O)CCN1C=CC2=C1N=C(N=C2)C=2C=C(C=CC2)NC(C=C)=O N-(3-{7-[2-(methylcarbamoyl)ethyl]-7H-pyrrolo[2,3-d]pyrimidin-2-yl}phenyl)prop-2-enamide